(7R,14R)-1-(difluoromethoxy)-6-(methyl-d3)-11-(piperidin-3-ylethynyl)-6,7-dihydro-7,14-methanobenzo[f]benzo[4,5]imidazo[1,2-a][1,4]diazocin-5(14H)-one FC(OC1=CC=CC=2C(N([C@H]3C=4N([C@@H](C21)C3)C3=C(N4)C=CC(=C3)C#CC3CNCCC3)C([2H])([2H])[2H])=O)F